C(C)N(S(=O)(=O)C1CC1)CC1=CC=C(C=C1)C1=NOC(=N1)C(F)(F)F N-ethyl-N-[[4-[5-(trifluoromethyl)-1,2,4-oxadiazol-3-yl]phenyl]methyl]cyclopropanesulfonamide